(S)-N-((6-AMINO-2-METHYLPYRIDIN-3-YL)METHYL)-3-(ETHYL(3-METHOXY-5-METHYLBENZYL)AMINO)-4-OXO-4,6,7,8-TETRAHYDROPYRROLO[1,2-A]PYRIMIDINE-6-CARBOXAMIDE NC1=CC=C(C(=N1)C)CNC(=O)[C@@H]1CCC=2N1C(C(=CN2)N(CC2=CC(=CC(=C2)C)OC)CC)=O